COC=1C=C(C=C(C1)CC1=NNC(C2=CC=CC=C12)=O)C1=CC2=C(NC(=N2)NC(OCC)=O)C=C1 Ethyl (5-(3-methoxy-5-((4-oxo-3,4-dihydrophthalazin-1-yl)methyl)phenyl)-1H-benzoimidazol-2-yl)carbamate